tert-butyl 2-(3-(8-methoxy-6-(4,4,5,5-tetramethyl-1,3,2-dioxaborolan-2-yl)-3,4-dihydroisoquinolin-2(1H)-yl)-2-oxopyrrolidin-1-yl)acetate COC=1C=C(C=C2CCN(CC12)C1C(N(CC1)CC(=O)OC(C)(C)C)=O)B1OC(C(O1)(C)C)(C)C